C12C(C2C1)[2H] bicyclo[1.1.0]butane-2-d